2,7-dibromo-9,9-bis(6'-bromohexyl)fluorene methyl-1-(1-(difluoromethyl)cyclobutyl)-4-((1-methylpiperidin-4-yl)amino)-6-oxo-1,6-dihydropyridine-3-carboxylate COC(=O)C1=CN(C(C=C1NC1CCN(CC1)C)=O)C1(CCC1)C(F)F.BrC1=CC=2C(C3=CC(=CC=C3C2C=C1)Br)(CCCCCCBr)CCCCCCBr